CCCCCCCCCCCCCCCCCCCCCCCCCC(=O)N[C@@H](CO[C@@H]1[C@@H]([C@H]([C@H]([C@H](O1)CO)O)O)O)[C@@H]([C@@H](CCCCCCCCCC2=CC=CC=C2)O)O The molecule is an alpha-galactosylceramide in which the nitrogen carries a hexacosanamido group and C-4 carries in addition to a hydroxy function a 9-phenylnonyl group. Essentially a phytosphingosine analogue with a truncated lipid chain terminating in a benzene ring, it has been used in investigations on the binding affinity of glycolipids to CD1d molecules. It derives from an alpha-D-galactose.